hydroxy-pentane OCCCCC